(1-hydroxycyclobutyl)methyl-1H-benzimidazole-6-carboxylic acid OC1(CCC1)CN1C=NC2=C1C=C(C=C2)C(=O)O